N-(4-((5-(benzyloxy)-3-fluoro-2-(4-methoxy-2-methylphenyl)-1H-indol-1-yl)methyl)phenethyl)-3-fluoropropane-1-amine C(C1=CC=CC=C1)OC=1C=C2C(=C(N(C2=CC1)CC1=CC=C(CCNCCCF)C=C1)C1=C(C=C(C=C1)OC)C)F